C(C)OC(=O)C1=C(N=C(S1)C1=CC(=C(C=C1)O)C#N)C (3-cyano-4-hydroxyphenyl)-4-methyl-1,3-thiazole-5-carboxylic acid ethyl ester